N-((1H-benzo[d]imidazol-2-yl)sulfonyl)-2,6-dihydroxy-5'-methyl-4-pentyl-1',2',3',4'-tetrahydro-[1,1'-biphenyl]-3-carboxamide N1C(=NC2=C1C=CC=C2)S(=O)(=O)NC(=O)C=2C(=C(C(=CC2CCCCC)O)C2CCCC(=C2)C)O